C(C1=CC=CC=C1)C(C(=O)O)C1=CC=CC=C1.C1(=CC=CC=C1)CC(=O)OCC1=CC=CC=C1 benzyl 2-phenylacetate (Benzyl Phenyl Acetate)